C(C)(C)(C)OC(=O)N1[C@](CCC1)(C)CN1[C@@](CC1)(C)\C=C\S(NC(NC1=C2CCCC2=CC=2CCCC12)=O)(=O)=O tert-Butyl-(S)-2-(((R)-2-((E)-2-(N-((1,2,3,5,6,7-hexahydro-s-indacen-4-yl)carbamoyl)sulfamoyl)vinyl)-2-methylazetidin-1-yl)methyl)-2-methylpyrrolidin-1-carboxylat